3-hexylnonyl 6-(4-(decyloxy)-4-oxobutyl)((3-hydroxybutyl)amino)hexanoate C(CCCCCCCCC)OC(CCCCCCCC(C(=O)OCCC(CCCCCC)CCCCCC)NCCC(C)O)=O